C(CC)(=O)N1CCC2=CC(=CC=C12)C=1OC=C(N1)C(=O)O 2-(1-propionyl-indolin-5-yl)oxazole-4-carboxylic acid